C(C1=CC=CC=C1)N1CC2CN(CC2C1)C1=CC=C(C=C1)C(F)(F)F 2-benzyl-5-(4-(trifluoromethyl)phenyl)octahydropyrrolo[3,4-c]pyrrole